3-hexenoyl lactate C(C(O)C)(=O)OC(CC=CCC)=O